(3R,6S)-1-(2-(3,4-dichlorophenyl)acetyl)-6-methylpiperidine-3-carboxylic acid methyl ester COC(=O)[C@H]1CN([C@H](CC1)C)C(CC1=CC(=C(C=C1)Cl)Cl)=O